C(#N)N1C2C(CCC1CC2)NC(=O)C2(CC2)C2=C(C=C(C=C2)C(F)(F)F)OC N-[8-cyano-8-azabicyclo[3.2.1]octan-2-yl]-1-[2-methoxy-4-(trifluoromethyl)phenyl]cyclopropane-1-carboxamide